C1(CCCC1)N1C(CN(C=2C(N[C@](NC12)(N)NC1=C(C=C2C=CN(C2=C1)C(CN1CCCC1)=O)OC)=O)C)CC (R)-8-cyclopentyl-7-ethyl-2-{{5-methoxy-1-[2-(pyrrolidin-1-yl)acetyl]indol-6-yl}amino}-5-methyl-7,8-dihydropterin